FC(OC1=CC=C(C=C1)C1=CN=C2N1C=CN=C2NC2=CC(=C(C=C2)NC(C)=O)C)F N-[4-[[3-[4-(difluoromethoxy)phenyl]imidazo[1,2-a]pyrazin-8-yl]amino]-2-methyl-phenyl]acetamide